(dl)-methionine N[C@@H](CCSC)C(=O)O |r|